CC1(C(C(CCC1)C)C#N)C 2,2,6-trimethyl-cyclohexane-1-carbonitrile